(1-(2,2-difluoroethyl)-1H-pyrazol-4-yl)-2-pyridinecarboxylic acid FC(CN1N=CC(=C1)C=1C(=NC=CC1)C(=O)O)F